6-chloro-N-[(thiophen-2-yl)methyl]-5-(trifluoromethyl)pyrazin-2-amine ClC1=C(N=CC(=N1)NCC=1SC=CC1)C(F)(F)F